ClC1=C(C2=CC=CC=C2C=C1)C1=NC=CC=C1 2-(2-chloronaphthalen-1-yl)pyridine